5-[[4-[[2-(4,5-dihydro-1H-imidazol-2-ylamino)acetyl]amino]-3,5-difluoro-phenyl]sulfonylamino]thiazole-4-carboxylic acid N1C(=NCC1)NCC(=O)NC1=C(C=C(C=C1F)S(=O)(=O)NC1=C(N=CS1)C(=O)O)F